FC1(CCN(CC1)C1=CC(=CC=2CCOC21)[N+](=O)[O-])F 4,4-difluoro-1-(5-nitro-2,3-dihydrobenzofuran-7-yl)piperidine